C1(=CC(=CC(=C1)C(=O)[O-])C(=O)[O-])C1=CC(=CC(=C1)C(=O)[O-])C(=O)[O-] 3,3',5,5'-biphenyl-tetracarboxylate